methyl 3-(3-(tert-butoxycarbonyl) phenyl)-4,5-dihydroisoxazole-5-carboxylate C(C)(C)(C)OC(=O)C=1C=C(C=CC1)C1=NOC(C1)C(=O)OC